[Cl-].C(C=C)(=O)OCC[N+](C)(C)C 2-(acryloyloxy)-N,N,N-trimethylethylammonium chloride